4-ethyl-4,5-difluoro-1,3-dioxolan-2-one C(C)C1(OC(OC1F)=O)F